FC(C=1C=C(C=C(C1)C(F)(F)F)[B-](C1=CC(=CC(=C1)C(F)(F)F)C(F)(F)F)(C1=CC(=CC(=C1)C(F)(F)F)C(F)(F)F)C1=CC(=CC(=C1)C(F)(F)F)C(F)(F)F)(F)F.C(CC)[NH+](CCC)CCC tripropyl-ammonium tetrakis(3,5-bis(trifluoromethyl)phenyl)borate